FC=1C=C2C(=CNC(C2=CC1F)=O)[C@H](C)N(C(=O)C1=NC2=C(N1)C=CC=C2)C (S)-N-(1-(6,7-difluoro-1-oxo-1,2-dihydroisoquinolin-4-yl)ethyl)-N-methyl-1H-benzo[d]imidazole-2-carboxamide